N-[2-[[(2R)-2-amino-5-guanidino-pentanoyl]amino]ethyl]-4-[[3-(2-chloro-3-fluoro-4-methoxy-phenyl)imidazo[1,2-a]pyrazin-8-yl]amino]-2-ethyl-benzamide N[C@@H](C(=O)NCCNC(C1=C(C=C(C=C1)NC=1C=2N(C=CN1)C(=CN2)C2=C(C(=C(C=C2)OC)F)Cl)CC)=O)CCCNC(=N)N